ClC1=CC=C2C(=NC(=NC2=C1)NC1=CC(=CC(=C1)Cl)Cl)N 7-chloro-N2-(3,5-dichlorophenyl)quinazoline-2,4-diamine